CC1=CC2=C(N=C(N=C2NC2=NNC(=C2)C)NC2CC3CCC(C2)N3CCC#N)N1 3-((3-exo)-3-((6-methyl-4-((5-methyl-1H-pyrazol-3-yl)amino)-7H-pyrrolo[2,3-d]pyrimidin-2-yl)amino)-8-azabicyclo[3.2.1]octan-8-yl)propionitrile